ClC1=C(C=CC=C1)C1=CC=CC2=C1NC(=NS2(=O)=O)NCC2=NC=CC=C2 5-(2-chlorophenyl)-3-((pyridin-2-ylmethyl)amino)-4H-benzo[e][1,2,4]thiadiazine 1,1-dioxide